1-{8-fluoro-4-methyl-3-(3-methyl-[1,2,4]oxadiazol-5-yl)-2-[4-(tetrahydro-pyran-4-ylamino)-piperidin-1-yl]-quinolin-6-yl}-ethan-1-one FC=1C=C(C=C2C(=C(C(=NC12)N1CCC(CC1)NC1CCOCC1)C1=NC(=NO1)C)C)C(C)=O